(R)-ethyl 12-(3-methoxypropoxy)-3,3-dimethyl-8-oxo-11-(trifluoromethoxy)-2,3,8,13b-tetrahydro-1H-pyrido[2,1-a]pyrrolo[1,2-c]phthalazine-7-carboxylate COCCCOC1=CC=2[C@@H]3N(N4C(C2C=C1OC(F)(F)F)=CC(C(=C4)C(=O)OCC)=O)C(CC3)(C)C